1-((6R,7S)-7-Amino-2-azaspiro[5.5]undecan-2-yl)-2-((2-(3,4-dimethoxyphenyl)-3-isopropyl-1H-indol-5-yl)oxy)ethan-1-on N[C@@H]1[C@@]2(CCCN(C2)C(COC=2C=C3C(=C(NC3=CC2)C2=CC(=C(C=C2)OC)OC)C(C)C)=O)CCCC1